(3,4-Dihydroquinoxaline-1(2H)-yl)(4-fluorophenyl)methanone N1(CCNC2=CC=CC=C12)C(=O)C1=CC=C(C=C1)F